COC1=CC=C(S1)C=1N=C(C(=NC1C=1SC(=CC1)OC)C#N)C#N 5,6-bis(5-methoxythiophen-2-yl)pyrazine-2,3-Dicarbonitrile